BrC1=NC=C(C(=O)NC2=C(C=C(C(=C2)F)Br)C)C=C1 6-bromo-N-(4-bromo-5-fluoro-2-methyl-phenyl)-nicotinamide